(5R)-3-{3-Fluoro-4-[6-(2-(2-dimethylaminoethyl)-2H-tetrazol-5-yl)-3-pyridinyl]phenyl}-5-(methylamino)-1,3-oxazolidin-2-one dihydrochloride monohydrate O.Cl.Cl.FC=1C=C(C=CC1C=1C=NC(=CC1)C=1N=NN(N1)CCN(C)C)N1C(O[C@H](C1)NC)=O